6-tert-butyl-9-[1-(2-hydroxypropyl)-1H-pyrazol-4-yl]-10-methoxy-2-oxo-6,7-dihydro-2H-pyrido[2,1-a]isoquinoline-3-carboxylic acid C(C)(C)(C)C1N2C(C3=CC(=C(C=C3C1)C=1C=NN(C1)CC(C)O)OC)=CC(C(=C2)C(=O)O)=O